terbium-rhenium [Re].[Tb]